ClC1=NC(=C(C(=N1)NC1=NC=C(C=C1)F)N)Cl 2,6-Dichloro-N4-(5-fluoropyridin-2-yl)pyrimidine-4,5-diamine